6-Bromo-5-chloro-3-ethylsulfanyl-7,9-dihydrofuro[3,4-f]quinazoline BrC=1C2=C(C=3C=NC(=NC3C1Cl)SCC)COC2